ClC1=NC=C(C(=C1)C1=C(C=NC(=C1)C)C(=O)NC=1SC2=C(N1)CN(C2)C(C2=NC(=CC=C2Cl)OC)=O)OC 2'-Chloro-N-(5-(3-chloro-6-methoxy-picolinoyl)-5,6-dihydro-4H-pyrrolo[3,4-d]thiazol-2-yl)-5'-methoxy-6-methyl-[4,4'-bipyridine]-3-carboxamide